4-(pyridin-4-ylamino)-N-(3-(pyridin-4-ylamino)phenyl)benzamide N1=CC=C(C=C1)NC1=CC=C(C(=O)NC2=CC(=CC=C2)NC2=CC=NC=C2)C=C1